COC1=CC(=C(C(=C1)N)N)C 5-methoxy-3-methylbenzene-1,2-diamine